O[C@@H]1/C=C/C(O[C@@H]([C@H](CCCCCCCC[C@@H]1O)O)C)=O (5R,6S,15S,16R,E)-5,6,15-trihydroxy-16-methyloxacyclohexadec-3-en-2-one